2-(1-((tert-butyldimethylsilyl)oxy)ethyl)aniline [Si](C)(C)(C(C)(C)C)OC(C)C1=C(N)C=CC=C1